C(C)(C)(C)OC(=O)N1C[C@H](CC1)[C@@H](C(=O)OC(C)(C)C)CC1=CC(=CC(=C1)B1OC(C(O1)(C)C)(C)C)OC (R)-3-((S)-1-(tert-butoxy)-3-(3-methoxy-5-(4,4,5,5-tetramethyl-1,3,2-dioxaborolan-2-yl)phenyl)-1-oxopropane-2-yl)pyrrolidine-1-carboxylic acid tert-butyl ester